C(C)[SH2](=N)CC diethyl-(imino)-λ6-Sulfane